N-(2,3-bis(isobutyryloxy)-5-bromobenzylidene)-4-((diethylamino)meth-yl)benzenamine C(C(C)C)(=O)OC1=C(C=NC2=CC=C(C=C2)CN(CC)CC)C=C(C=C1OC(C(C)C)=O)Br